N-(4-(3-cyano-6-methoxy-1,7-naphthyridin-4-yl)benzyl)cyclopropanesulfonamide C(#N)C=1C=NC2=CN=C(C=C2C1C1=CC=C(CNS(=O)(=O)C2CC2)C=C1)OC